C(C)(C)C1=NNC2=C1N=C(NC2=O)CC2=C(OCC(=O)N1CCCC1)C=CC=C2 1-{[2-(3-isopropyl-7-oxo-6,7-dihydro-1H-pyrazolo[4,3-d]pyrimidin-5-ylmeth-yl)-phenoxy]-acetyl}-pyrrolidine